ethyl 6-(tert-butyl)-2-chloro-3-(cyclopropylmethoxy)-10-oxo-5,10-dihydro-6H-pyrido[1,2-H][1,7]naphthyridine-9-carboxylate C(C)(C)(C)C1CC=2C=C(C(=NC2C=2N1C=C(C(C2)=O)C(=O)OCC)Cl)OCC2CC2